COC(=O)[C@@H]1O[C@@H]([C@@H]([C@@H]([C@H]1O)O)O)CO (2R,3R,4S,5R,6R)-3,4,5-trihydroxy-6-(hydroxymethyl)tetrahydro-2H-pyran-2-carboxylic acid methyl ester